FC=1C=CC=C2C=C(C(NC12)=O)NC1=NC(=NC=C1)NC=1C=NC(=C(C1)OC)OC1CC2(CN(C2)C)C1 8-fluoro-3-(2-{5-methoxy-6-(2-methyl-2-aza-6-spiro[3.3]heptyloxy)-3-pyridylamino}-4-pyrimidinylamino)-1,2-dihydro-2-quinolinone